FC1=CC=C(C(=O)N[C@@H](CC2CCN(CC2)C(=O)OCC2=CC=CC=C2)C(=O)NC2=CC(=C(C=C2)S(NC2COC2)(=O)=O)OC)C=C1 benzyl (S)-4-(2-(4-fluorobenzamido)-3-((3-methoxy-4-(N-(oxetan-3-yl)sulfamoyl)phenyl)amino)-3-oxopropyl)piperidine-1-carboxylate